2-(6-Aminopyridin-3-yl)-2,7-diazaspiro[3.5]nonane-7-carboxylic acid tert-butyl ester C(C)(C)(C)OC(=O)N1CCC2(CN(C2)C=2C=NC(=CC2)N)CC1